NOC(CO)CO 2-Aminoglycerol